methyl 3-(2-(tert-butoxycarbonyl)-1-methylhydrazine-1-carbonyl)-6-(1,1-dioxido thio morpholino)-2-fluoroisonicotinate C(C)(C)(C)OC(=O)NN(C(=O)C1=C(C(=O)OC)C=C(N=C1F)N1CCS(CC1)(=O)=O)C